FC1(CCC(CC1)CNC=1N=CC2=C(N1)NC=C2C2=CC=1N(C=C2)N=CC1C=1C=NN(C1)C)F N-((4,4-difluorocyclohexyl)methyl)-5-(3-(1-methyl-1H-pyrazol-4-yl)pyrazolo[1,5-a]pyridin-5-yl)-7H-pyrrolo[2,3-d]pyrimidin-2-amine